4-{4-[(3R)-3-Methylmorpholin-4-yl]-6-[1-((R)-S-methylsulfonimidoyl)cyclopropyl]pyrimidin-2-yl}-1H-indole C[C@H]1N(CCOC1)C1=NC(=NC(=C1)C1(CC1)[S@@](=O)(=N)C)C1=C2C=CNC2=CC=C1